C(CCCCCC\C=C/C\C=C/CCCCCCC)C=1C=C(C=C(O)C1)O 5-((8Z,11Z)-Nonadeca-8,11-dien-1-yl)resorcinol